ClCCOCCO 2-(2-chloroethoxy)ethane-1-ol